tert-butyl (((1R,3S)-3-aminocyclohexyl)amino)formate N[C@@H]1C[C@@H](CCC1)NC(=O)OC(C)(C)C